FC(C1=CC(=C(C=C1)CO)F)(F)F (4-(trifluoromethyl)-2-fluorophenyl)methanol